4-(azetidin-1-yl)-2,5-dimethyl-6,7-dihydro-5H-pyrrolo[3,4-d]pyrimidine dimethanesulfonate CS(=O)(=O)O.CS(=O)(=O)O.N1(CCC1)C=1C2=C(N=C(N1)C)CNC2C